CN(CCC1=C(NC(=C1C(=O)N)C1=C(C=CC=C1)[N+](=O)[O-])C1=CC=C(C=C1)N(C)C)C (2-(dimethylamino)ethyl)-2-(4-(dimethylamino)phenyl)-5-(2-nitrophenyl)Azole-4-carboxamide